(S)-tetrahydrofuran-3-yl ((((2R,3S,4R,5R)-5-(4-aminopyrrolo[2,1-f][1,2,4]triazin-7-yl)-5-cyano-3,4-dihydroxytetrahydrofuran-2-yl)methoxy)(4-(tert-butyl)phenoxy)phosphoryl)-L-alaninate NC1=NC=NN2C1=CC=C2[C@]2([C@@H]([C@@H]([C@H](O2)COP(=O)(OC2=CC=C(C=C2)C(C)(C)C)N[C@@H](C)C(=O)O[C@@H]2COCC2)O)O)C#N